BrC=1C=C(C=C(C1C(=O)OC)F)N1CCN(CC1)C(=O)OC(C)(C)C tert-butyl 4-(3-bromo-5-fluoro-4-(methoxycarbonyl)phenyl)piperazine-1-carboxylate